2-(2-allyl-5-methylphenoxy)benzonitrile C(C=C)C1=C(OC2=C(C#N)C=CC=C2)C=C(C=C1)C